3'-[1,4,7-triazacyclodecane-1,7-diylbis(methylene)]bis(2-hydroxy-5-methylbenzamide) N1(CCNCCN(CCC1)CC=1C(=C(C(=O)N)C=C(C1)C)O)CC=1C(=C(C(=O)N)C=C(C1)C)O